N1(CCN(CC1)C1C(OC(C1)=O)=O)C1C(OC(C1)=O)=O 3,3'-(1,4-piperazinediyl)bis[dihydro-2,5-furandione]